ClC=1C(=C(C=2CCC=C(C2C1)C1=CC=C(C=C1)O)C#N)OCCCl 3-chloro-2-(2-chloroethoxy)-5-(4-hydroxyphenyl)-7,8-dihydronaphthalene-1-carbonitrile